C(=C)OCC(O)C1CCCCC1 (vinyloxymethyl)cyclohexyl-methanol